Ethanyl-Sulfonate C(C)S(=O)(=O)[O-]